NC1=NC2=CC=CC=C2C=C1CCC[C@@H](C(=O)[O-])NC(=O)OC(C)(C)C (S)-5-(2-aminoquinolin-3-yl)-2-((tert-butoxycarbonyl)amino)pentanoate